OC=1C=C(C=CC1)/C=C/C(=O)C1=CC=C(C=C1)S(=O)(=O)NC 4-[(E)-3-(3-Hydroxyphenyl)prop-2-enoyl]-N-methylbenzenesulfonamide